N1(CCCCC1)CC(CCCCCCCCC)=O piperidinohendecaneon